1-(4-((6-amino-5-cyanopyrimidin-4-yl)oxy)-2-fluorophenyl)-3-(1-(4-methoxyphenyl)-3-trifluoromethyl-1H-pyrazol-5-yl)urea NC1=C(C(=NC=N1)OC1=CC(=C(C=C1)NC(=O)NC1=CC(=NN1C1=CC=C(C=C1)OC)C(F)(F)F)F)C#N